3-fluoro(3,3-dideuterio)propyl 2-{[6-(cyclopropylmethoxy)-5-(pyrrolidin-1-yl)pyridine-2-carbonyl] amino}-2-ethylbutanoate C1(CC1)COC1=C(C=CC(=N1)C(=O)NC(C(=O)OCCC([2H])([2H])F)(CC)CC)N1CCCC1